(4-(1-(3-hydroxycyclohexyl)-1H-pyrazolo[4,3-c]pyridin-3-yl)benzyl)-2-methoxybenzamide OC1CC(CCC1)N1N=C(C=2C=NC=CC21)C2=CC=C(CC=1C(=C(C(=O)N)C=CC1)OC)C=C2